[N+](=O)([O-])C=1C=C2C(N(C(C2=CC1)=O)S(=O)(O)C(F)(F)F)=O.C1(C=2C(C(N1)=O)=CC=CC2)=O phthalimide (5-nitro-1,3-dioxoisoindolin-2-yl trifluoromethanesulfinate)